methyl {2-[4-(methylamino)butoxy]phenyl}acetate hydrochloride Cl.CNCCCCOC1=C(C=CC=C1)CC(=O)OC